5-(2,4-difluorophenyl)-4-methyl-N-((1-methylpyrrolidin-3-yl)methyl)pyrimidin-2-amine, hydrochloride salt Cl.FC1=C(C=CC(=C1)F)C=1C(=NC(=NC1)NCC1CN(CC1)C)C